tert-butyl N-(5-bromo-3-pyridyl)carbamate BrC=1C=C(C=NC1)NC(OC(C)(C)C)=O